C(#N)C1=NC=CC(=N1)NC1CC2(C1)CCN(CC2)C(=O)OC(C)(C)C tert-butyl 2-((2-cyanopyrimidin-4-yl)amino)-7-azaspiro[3.5]nonane-7-carboxylate